1-(3-(4-(3,4-difluoro-2-(trifluoromethyl)phenyl)piperidine-1-carbonyl)-4,6-dihydropyrrolo[3,4-c]pyrazol-5(1H)-yl)propan-1-one FC=1C(=C(C=CC1F)C1CCN(CC1)C(=O)C=1C2=C(NN1)CN(C2)C(CC)=O)C(F)(F)F